O[C@@H]1[C@H]([C@@H](O[C@@H]([C@H]1O)NC1=C2NC=NC2=NC=N1)C)NC(=O)C=1C=NC=CC1O N-[(2S,3R,4R,5S,6S)-4,5-dihydroxy-2-methyl-6-(7H-purin-6-ylamino)tetrahydropyran-3-yl]-4-hydroxy-pyridine-3-carboxamide